Diethyl 2-((7-methoxy-9-oxo-1,2,3,9-tetrahydropyrrolo[2,1-b]quinazolin-3-yl)methyl)malonate COC1=CC=2C(N3C(=NC2C=C1)C(CC3)CC(C(=O)OCC)C(=O)OCC)=O